COC(C1=CC=C(C=C1)O)=O Methyl-4-hydroxy-benzoate